4,4-dimethyl-7-oxoheptanoate CC(CCC(=O)[O-])(CCC=O)C